4-((1S)-1-{[7-fluoro-3-(4-trifluoromethylbenzyl)indolizine-5-carbonyl]amino}ethyl)benzoic acid FC=1C=C(N2C(=CC=C2C1)CC1=CC=C(C=C1)C(F)(F)F)C(=O)N[C@@H](C)C1=CC=C(C(=O)O)C=C1